(R)-2-(2-aminopyridin-4-yl)-N-(2-(2-fluoro-3-hydroxy-3-methylbutyl)-1-oxo-6-(pyridin-4-yl)isoindolin-5-yl)oxazole-4-carboxamide NC1=NC=CC(=C1)C=1OC=C(N1)C(=O)NC=1C=C2CN(C(C2=CC1C1=CC=NC=C1)=O)C[C@H](C(C)(C)O)F